C1(CCCCC1)NCCCO 3-(Cyclohexylamino)propan-1-ol